6-chloro-N,2,4-trimethylnicotinamide ClC1=NC(=C(C(=O)NC)C(=C1)C)C